(2,7-di-t-butylfluorenyl)-t-butylamino-dimethyltitanium C(C)(C)(C)C1=C(C=2CC3=CC(=CC=C3C2C=C1)C(C)(C)C)[Ti](C)(C)NC(C)(C)C